ClC1=NN=C2N1C1=CC=CC=C1C(=N2)N(C2=CC(=CC=C2)C2=CC=C(C=C2)S(=O)(=O)C)CC chloro-N-ethyl-N-[3-(4-methylsulfonylphenyl)phenyl]-[1,2,4]triazolo[4,3-a]quinazolin-5-amine